CC1=CC=C(C=C1)C=1CN(C2=CC=CC=C2C1)S(=O)(=O)CC1=CC=CC=C1 3-(4-methylphenyl)-1-toluenesulfonyl-1,2-dihydroquinoline